OC1=C(C2=C(C=3CCCOC13)C(=C(C(O2)=O)CC(N2CCCC2)=O)C(C)C)C=O 6-hydroxy-1-isopropyl-3-oxo-2-(2-oxo-2-(pyrrolidin-1-yl)ethyl)-3,8,9,10-tetrahydropyrano[3,2-f]chromene-5-carbaldehyde